[N+](=O)([O-])C1=C(C2=CC=CC=C2C=C1)[N+]#N Nitronaphthyldiazonium